2-[(6-amino-3-methyl-1H-indazol-1-yl)methyl]-3-methylbenzonitrile NC1=CC=C2C(=NN(C2=C1)CC1=C(C#N)C=CC=C1C)C